BrC1=NNC2=C3C(=C(C=C12)[N+](=O)[O-])C(N(C3=O)CC3=CC=C(C=C3)OC)(O)C3=C(C=CC(=C3)F)Cl 3-bromo-6-(2-chloro-5-fluorophenyl)-6-hydroxy-7-[(4-methoxyphenyl)methyl]-5-nitro-1,6,7,8-tetrahydropyrrolo[4,3-g]indazol-8-one